trisilylborate [SiH3]OB(O[SiH3])O[SiH3]